C(C)(C)(C)C1=C(C(=CC=C1)C(=O)OO)C(C)(C)C.C(C1=CC=CC=C1)(=O)OOC(C1=CC=CC=C1)=O dibenzoyl peroxide di-tert-butyl-perbenzoate